3-((3,3-Dimethyloxiran-2-yl)methoxy)-2,4,6-trimethylbenzonitrile oxide CC1(C(O1)COC=1C(=C(C#[N+][O-])C(=CC1C)C)C)C